7-methyl-6-oxo-6,9-dihydro-1H-purin-7-ium triethylamine salt C(C)N(CC)CC.C[N+]1=CNC=2N=CNC(C12)=O